dodecyl-silver C(CCCCCCCCCCC)[Ag]